Benzyl [trans-4-({2-[(2R)-2-(benzyloxy)propanoyl]hydrazino}carbonyl)cyclohexyl]carbamate C(C1=CC=CC=C1)O[C@@H](C(=O)NNC(=O)[C@@H]1CC[C@H](CC1)NC(OCC1=CC=CC=C1)=O)C